4-octyl-2,6-di-tert-butylphenol C(CCCCCCC)C1=CC(=C(C(=C1)C(C)(C)C)O)C(C)(C)C